N1=C(C=CC=C1)C1=C(C(=C(C#N)C(=C1N1C2=C(C3=CC=CC=C13)C=CN=C2)N2C1=C(C3=CC=CC=C23)C=CN=C1)N1C2=C(C3=CC=CC=C13)C=CN=C2)N2C1=C(C3=CC=CC=C23)C=CN=C1 4-(pyridin-2-yl)-2,3,5,6-tetrakis(9H-pyrido[3,4-b]indol-9-yl)benzonitrile